N1CCCOC=2C=NC=3C=CC=CC3C21 1,2,3,4-tetrahydro-[1,4]oxazepino[2,3-c]quinolin